BrC1=NC=C(C(=C1)N)C 2-bromo-5-methylpyridine-4-amine